5-(4-(2-(isopropylamino)-2-oxoethyl)piperazin-1-yl)-N,2-dimethyl-7-(trifluoromethyl)thieno[3,2-b]pyridine-3-carboxamide C(C)(C)NC(CN1CCN(CC1)C1=CC(=C2C(=N1)C(=C(S2)C)C(=O)NC)C(F)(F)F)=O